FC([C@@H]1[C@H](C1)C(=O)ON1C(C2=CC=CC=C2C1=O)=O)(F)F 1,3-dioxoisoindol-2-yl (1S,2S)-2-(trifluoromethyl)cyclopropane-1-carboxylate